COC(=O)C1=NN2C=3C=CN=C([C@H](CCC[C@H](C(NC2=C1)=O)C)N)C3 (9R,13S)-13-amino-9-methyl-8-oxo-2,3,7,15-tetraazatricyclo[12.3.1.02,6]Octadecane-1(18),3,5,14,16-pentaene-4-carboxylic acid methyl ester